5-(4-chlorobenzyl)-8-isopropyl-2-(pyridazin-3-yl)-2,5,8-triazaspiro[3.5]nonane-6,9-dione ClC1=CC=C(CN2C3(CN(C3)C=3N=NC=CC3)C(N(CC2=O)C(C)C)=O)C=C1